(7S)-4,7-difluoro-7-isopropyl-N-[(1R)-1-(6-pyridazin-4-yl-3-pyridyl)-3-[(3S)-3-hydroxypiperidin-1-ium-1-yl]propyl]-6,8-dihydro-5H-acridine-2-carboxamide FC1=CC(=CC2=CC=3C[C@@](CCC3N=C12)(C(C)C)F)C(=O)N[C@H](CC[NH+]1C[C@H](CCC1)O)C=1C=NC(=CC1)C1=CN=NC=C1